(rac)-6-chloro-7-{3-[1-hydroxypropyl]-1,5-dimethyl-1H-pyrazol-4-yl}-3-{3-[(naphthalen-1-yl)oxy]propyl}-1H-indole-2-carboxylic acid ethyl ester C(C)OC(=O)C=1NC2=C(C(=CC=C2C1CCCOC1=CC=CC2=CC=CC=C12)Cl)C=1C(=NN(C1C)C)[C@@H](CC)O |r|